4-((4-((3-Hydroxy-4-methylphenyl)carbamoyl)piperazin-1-yl)sulfonyl)-1-methyl-1H-pyrrole-2-carboxylic acid OC=1C=C(C=CC1C)NC(=O)N1CCN(CC1)S(=O)(=O)C=1C=C(N(C1)C)C(=O)O